NC(CCCN)CC 1,4-diamino-1-ethylbutane